ClCCCC1(NC2CC2C1)C(=O)OCC ethyl 3-(3-chloropropyl)-2-azabicyclo[3.1.0]hexane-3-carboxylate